4-methyl-1,3-thiazole-5-carboxylic acid CC=1N=CSC1C(=O)O